FC(C1=NC(=NO1)C1=CC=C(CN2N=CC(=C2)CC(=O)OCC)C=C1)(F)F ethyl (1-{4-[5-(trifluoromethyl)-1,2,4-oxadiazol-3-yl]benzyl}-1H-pyrazol-4-yl)acetate